Ethyl 2-(2,6-dimethyl-4-((4-(4-phenoxybenzyl) piperazin-1-yl) methyl) phenoxy)-2-methylpropionate CC1=C(OC(C(=O)OCC)(C)C)C(=CC(=C1)CN1CCN(CC1)CC1=CC=C(C=C1)OC1=CC=CC=C1)C